ClC1=CC=C(OCC(=O)NC23CC(C2)(C3)C(=O)NN)C=C1 2-(4-chlorophenoxy)-N-(3-(hydrazinocarbonyl)bicyclo[1.1.1]pent-1-yl)acetamide